2-hydroxy-3-allyloxy-1-propanesulfonic acid OC(CS(=O)(=O)O)COCC=C